ClC1=CC2=C(N=C(O2)NC2=NC3=C(N2C)C=CC(=C3)C(=O)NCCO)C=C1 2-((6-chlorobenzo[d]-oxazol-2-yl)amino)-N-(2-hydroxyethyl)-1-methyl-1H-benzo[d]-imidazole-5-carboxamide